F[C@@H]1[C@@H]([C@H]2CN([C@@H]1CC2)C)N(C2=CC=C(N=N2)C2=C(C=C(C=C2)N2C=NC=C2)O)C 2-(6-(((1R,4R,5R,6S)-6-fluoro-2-methyl-2-azabicyclo[2.2.2]octan-5-yl)(methyl)amino)pyridazin-3-yl)-5-(1H-imidazol-1-yl)phenol